O=C(CC1CC(NC1)C(=O)O)NC1=NC=C(C=C1)C1=CC=CC=C1 4-(2-oxo-2-((5-phenylpyridin-2-yl)amino)ethyl)pyrrolidine-2-carboxylic acid